OC(C)C=1C(=NC(=CC1)C=1C=NN2C1C=CC(=C2)NC=2N=NC(=CC2)CN2CC(C2)OC)N2N=C(C=C2C)C#N 1-[3-(1-hydroxyethyl)-6-[6-[[6-[(3-methoxyazetidin-1-yl)methyl]pyridazin-3-yl]amino]pyrazolo[1,5-a]pyridin-3-yl]pyridin-2-yl]-5-methylpyrazole-3-carbonitrile